C(C)N(C([S-])=S)CC.[Nd+3].CN(C([S-])=S)C.[Nd+3] neodymium dimethyldithiocarbamate neodymium diethyl-dithiocarbamate